BrC=1C(=CC(=C(C1)C1(NC=C(C(=N1)NC=1C=NN(C1)C)Cl)N)OC)N1CCC(CC1)N1CCN(CC1)C 2-(5-bromo-2-methoxy-4-(4-(4-methylpiperazin-1-yl)piperidin-1-yl)phenyl)-5-chloro-N4-(1-methyl-1H-pyrazol-4-yl)pyrimidine-2,4-diamine